1-Octyl-3-Methylpyridinium methansulfonat CS(=O)(=O)[O-].C(CCCCCCC)[N+]1=CC(=CC=C1)C